(2-((5-chloro-2-((3-(3-fluoro-5-isopropoxyphenyl)-1H-indazol-5-yl)amino)pyrimidin-4-yl)amino)phenyl)dimethylphosphine ClC=1C(=NC(=NC1)NC=1C=C2C(=NNC2=CC1)C1=CC(=CC(=C1)OC(C)C)F)NC1=C(C=CC=C1)P(C)C